C(C)(C)(C)OC(=O)N1CC2([C@@H](C3=CC=CC=C3C2)N[S@](=O)C(C)(C)C)C1 (1'R)-1'-{[(R)-2-methylpropan-2-sulfinyl]amino}-1',3'-dihydrospiro[azetidine-3,2'-indene]-1-carboxylic acid tert-butyl ester